NC=1C=C2C(=CNC2=CC1)C=O 5-aminoindole-3-carbaldehyde